CC1=NC=CC=C1N1C(C=CC=C1)=O 2'-methyl-2H-[1,3'-bipyridyl]-2-one